COC1=CC=C(COC=2C=C(C=NC2)N2CC3=CC=CC=C3C2)C=C1 2-{5-[(4-methoxybenzyl)oxy]pyridin-3-yl}-2,3-dihydro-1H-isoindole